C1(=CC=CC=C1)CC=O Phenylethanal